CN1N=C(N=N1)C=1C=C(C=CC1)S(=O)(=O)N 3-(2-methyltetrazol-5-yl)benzenesulfonamide